3-(5-(((3R*,4S*)-1-ethyl-4-fluoropiperidin-3-yl)oxy)-1-oxoisoindolin-2-yl)piperidine-2,6-dione C(C)N1C[C@H]([C@H](CC1)F)OC=1C=C2CN(C(C2=CC1)=O)C1C(NC(CC1)=O)=O |o1:4,5|